N-[5-[3-[(2R)-2-(dimethylamino)-2-(2-fluorophenyl)ethoxy]-5-methyl-isoxazol-4-yl]pyrazolo[1,5-a]pyridin-2-yl]cyclopropanecarboxamide CN([C@@H](COC1=NOC(=C1C1=CC=2N(C=C1)N=C(C2)NC(=O)C2CC2)C)C2=C(C=CC=C2)F)C